methyl (S)-2-(3-aminoprop-1-yn-1-yl)-4-(3-(2-(4-(4-chlorophenyl)-2,3,9-trimethyl-6H-thieno[3,2-f][1,2,4]triazolo[4,3-a][1,4]diazepin-6-yl)acetamido)propoxy)benzoate NCC#CC1=C(C(=O)OC)C=CC(=C1)OCCCNC(C[C@H]1C=2N(C3=C(C(=N1)C1=CC=C(C=C1)Cl)C(=C(S3)C)C)C(=NN2)C)=O